N=1NC=C2C=C(C=CC12)C=1C=2N(C(=NC1C)N1CCC3([C@@H]([C@@H](OC3)C)N)CC1)C=CN2 (3S,4S)-8-[8-(2H-indazol-5-yl)-7-methylimidazo[1,2-c]pyrimidin-5-yl]-3-methyl-2-oxa-8-azaspiro[4.5]decan-4-amine